Cl.Cl.FC1=C(C=CC(=C1)C1CNCC1)C=1N=C2SC3=C(N2C1)C=C(C(=C3)C(=O)NCCCN3CCC(CC3)F)OC 2-(2-fluoro-4-(pyrrolidin-3-yl)phenyl)-N-(3-(4-fluoropiperidin-1-yl)propyl)-6-methoxybenzo[d]imidazo[2,1-b]thiazole-7-carboxamide dihydrochloride